COP(=S)(SC(C(=O)OCC)CC(=O)OCC)OC ((dimethoxy-phosphinothioyl)thio)butanedioic acid, diethyl ester